5,5-dimethyl-isoxazolidine-3-one CC1(CC(NO1)=O)C